2,4-dimethoxy-3-methylthio-phenethylamine COC1=C(CCN)C=CC(=C1SC)OC